ClC=1C(=NC=CC1C1=C(N=C(C=2N1N=CC2)N2CCC1(CC2)C(C2=CC=C(C=C2C1)F)=O)C)C 1'-[7-(3-chloro-2-methyl-4-pyridyl)-6-methyl-pyrazolo[1,5-a]pyrazin-4-yl]-5-fluoro-spiro[indane-2,4'-piperidine]-1-one